C(=O)=C1C(=C2N=CN=CC2=CN1C1(COCC1)C(F)(F)F)C#N 7-carbonyl-6-(3-(trifluoromethyl)tetrahydrofuran-3-yl)-6,7-dihydropyrido[4,3-d]pyrimidine-8-carbonitrile